C(C1=CC=CC=C1)SC=1C=NC=C(C1)OC1CCC1 3-(benzylthio)-5-cyclobutoxypyridine